t-butyl ((1s,4s)-4-aminocyclohexyl)(methyl)carbamate NC1CCC(CC1)N(C(OC(C)(C)C)=O)C